2-bromo-4-(perfluoroisopropyl)-6-ethylthioaniline BrC1=C(N)C(=CC(=C1)C(C(F)(F)F)(C(F)(F)F)F)SCC